COCC(N)C 2-methoxy-1-methylethane-1-amine